2,6-di-tert-butyl-4-(octadecyloxy-carbonylethyl)-phenol C(C)(C)(C)C1=C(C(=CC(=C1)CCC(=O)OCCCCCCCCCCCCCCCCCC)C(C)(C)C)O